3-(5-((4-(3-methoxy-4-nitrobenzoyl)piperazin-1-yl)methyl)-1-oxoisoindolin-2-yl)piperidine-2,6-dione COC=1C=C(C(=O)N2CCN(CC2)CC=2C=C3CN(C(C3=CC2)=O)C2C(NC(CC2)=O)=O)C=CC1[N+](=O)[O-]